(7-((6-(tert-Butyl)pyridin-2-yl)oxy)-2-azaspiro[3.5]nonan-2-yl)((1s,3s)-3-hydroxy-3-methylcyclobutyl)methanon C(C)(C)(C)C1=CC=CC(=N1)OC1CCC2(CN(C2)C(=O)C2CC(C2)(C)O)CC1